OP(O)(=O)OP(=O)(O)O.N[C@@H](CCCCN)C(=O)O monolysine pyrophosphate